ClC1=C(C=CC=C1)CN1N=C(C=C1C1=CC(=CC=C1)OCC1CC1)COC(C(=O)O)(C)C 2-([1-[(2-Chlorophenyl)methyl]-5-[3-(cyclopropylmethoxy)phenyl]1H-pyrazol-3-yl]methoxy)-2-methylpropanoic acid